C(C)S(=O)(=O)C1=CC=C(C=C1)NCC#CC=1N(C2=CC=CC(=C2C1)NC1CCN(CC1)CCO)CC(F)(F)F 2-(4-{[2-(3-{[4-(ethanesulfonyl)-phenyl]amino}prop-1-yn-1-yl)-1-(2,2,2-trifluoroethyl)-1H-indol-4-yl]amino}piperidin-1-yl)ethan-1-ol